C1=NC=C(C2=CC=CC=C12)N1C(N(C[C@H]1C#N)C1=NC(=NC=C1C)C(F)(F)F)=O (S)-3-(isoquinolin-4-yl)-1-(5-methyl-2-(trifluoromethyl)pyrimidin-4-yl)-2-oxoimidazoline-4-carbonitrile